C(C1=CC=CC=C1)N1C2=C(SCC1=O)C=CC(=C2)NC(=O)NC2=C(NC1=CC=CC=C21)C 1-(4-benzyl-3-oxo-3,4-dihydro-2H-benzo[b][1,4]thiazin-6-yl)-3-(2-methyl-1H-indol-3-yl)urea